(3-(cyclopropylamino)pyrrolidin-1-yl)-N-(2,8-dimethylimidazo[1,2-a]pyrazin-6-yl)pyrimidine-5-carboxamide C1(CC1)NC1CN(CC1)C1=NC=C(C=N1)C(=O)NC=1N=C(C=2N(C1)C=C(N2)C)C